phosphaphenanthryl-phenylsulfone P1=C(C=CC=2C3=CC=CC=C3C=CC12)S(=O)(=O)C1=CC=CC=C1